FC(C=1C=C(CNC(C)=O)C=CC1)(F)F Acetic acid N-(3-trifluoromethylbenzyl) amide